ClC1=CC(=C(C=C1)OCC1=CC=CC2=C1N=C1N2CCN(C1)C(=O)[O-])F 9-{[(4-chloro-2-fluorophenyl)oxy]methyl}-1,2,3,4-tetrahydrobenzo[4,5]imidazo[3,2-a]pyrazine-2-carboxylate